3-[(3S)-3-amino-3-methylpyrrolidin-1-yl]-N-cycloheptyl-2-(3,5-difluorophenyl)pyridine-4-carboxamide N[C@@]1(CN(CC1)C=1C(=NC=CC1C(=O)NC1CCCCCC1)C1=CC(=CC(=C1)F)F)C